(4S)-5,5-difluoro-1-[(5R)-4,4,4-trifluoro-3-methoxybutyl]-3-(trifluoromethyl)-6,7-dihydro-4H-indazol-4-ol FC1([C@H](C=2C(=NN(C2CC1)CCC(C(F)(F)F)OC)C(F)(F)F)O)F